O=C1NC2=CC=C(C=C2C12CCN(CC2)C(C2=CC=C(C=C2)C(F)(F)F)=O)C(=O)O 2-oxo-1'-(4-(trifluoromethyl)benzoyl)spiro[indoline-3,4'-piperidine]-5-carboxylic acid